OCCOC=1C(=C(C(=O)[O-])C=CC1C(=O)[O-])OCCO bis(β-hydroxyethoxy)terephthalate